C(C)(C)(C)C1=CC=C(C(=O)NC(NC2=NC=CC=C2)=O)C=C1 4-(tert-butyl)-N-(pyridin-2-ylcarbamoyl)benzamide